4-(3-(2-((R)-1-Hydroxyethyl)imidazo[4,5-d]pyrrolo[2,3-b]pyridin-1(6H)-yl)pyrrolidin-1-carbonyl)benzonitrile O[C@H](C)C1=NC=2C(=C3C(=NC2)NC=C3)N1C1CN(CC1)C(=O)C1=CC=C(C#N)C=C1